CNC1=C(C=O)C=C(C=C1)[N+](=O)[O-] 2-(methylamino)-5-nitro-benzaldehyde